N-[1-[3-(1H-1,2,4-triazol-3-yl)pyrazin-2-yl]ethyl]-3,5-bis(trifluoromethyl)-benzamide N1N=C(N=C1)C=1C(=NC=CN1)C(C)NC(C1=CC(=CC(=C1)C(F)(F)F)C(F)(F)F)=O